FC=1C=C(C(=NC1)N)N 5-fluoropyridine-2,3-diamine